C(CCC(C(C(=O)O)(C(C(F)F)=O)CCC(CC)=O)CC(CC)=O)C(C(C(=O)O)(CCC(CC)=O)C(C(F)F)=O)CC(CC)=O.BrCCOC=1C=CC(=NC1)C1CCC(CC1)C(F)(F)F 5-(2-Bromoethoxy)-2-(4-(trifluoromethyl)cyclohexyl)pyridine propane-1,3-diylbis(2-(2,2-difluoroacetyl)-5-oxo-2-(3-oxopentyl)heptanoate)